COC1(CCC(CC1)C(=O)[O-])OC 4,4-dimethoxycyclohexanecarboxylate